1-[(2,4-dimethyl-3-pyridyl)carbonyl]-4-methyl-4-[3(S)-methyl-4-[1(S)-[4-(trifluoromethyl)phenyl]ethyl]-1-piperazinyl]-piperidine N1-oxide CC1=NC=CC(=C1C(=O)[N+]1(CCC(CC1)(N1C[C@@H](N(CC1)[C@@H](C)C1=CC=C(C=C1)C(F)(F)F)C)C)[O-])C